Cl.FC(C(C)N)(F)F 1,1,1-trifluoropropan-2-amine hydrochloride